C(C)C=1C=C(C(=C(C1)CN(C)C)OCCCCCCCCCCCCCCCC)CN(C)C 1,1'-(5-ethyl-2-hexadecyloxy-1,3-phenylene)-bis(N,N-dimethylmethanamine)